COC1=NNC2=NC=C(C=C21)N2CCC(CC2)N(C(=O)NC2=NC=CC(=C2)C(F)(F)F)C 1-(1-(3-methoxy-1H-pyrazolo[3,4-b]pyridin-5-yl)piperidin-4-yl)-1-methyl-3-(4-(trifluoromethyl)pyridin-2-yl)urea